C(C)(C)(C)OC(=O)NC(=NS(=O)(=O)C(F)(F)F)NC(=O)OC(C)(C)C 1,3-bis(t-butoxycarbonyl)-2-(trifluoromethanesulfonyl)guanidine